O[C@H]1CN(CC1)C(=O)C=1C=CC(=NC1)NC1=C2C(=NC(=C1)OC=1C(=CC(=NC1)C#N)C)N(C=N2)C 5-[7-[[5-[(3R)-3-hydroxypyrrolidine-1-carbonyl]pyridin-2-yl]amino]-3-methylimidazo[4,5-b]pyridin-5-yl]oxy-4-methylpyridine-2-carbonitrile